CC=1N=C2C(=NC(=NC2=NC1C)[C@H]1C[C@@H](OCC1)C=1C=NN(C1)C)[C@@H]1C[C@H](C1)C(F)(F)F 6,7-dimethyl-2-((2r,4r)-2-(1-methyl-1H-pyrazol-4-yl)tetrahydro-2H-pyran-4-yl)-4-(trans-3-(trifluoromethyl)cyclobutyl)pteridine